OCCOCC(C)(C)COCCO 2,2-bis((2-hydroxyethoxy)methyl)propane